siloxy-6beta-ethyl-7-carbonyl-5beta-cholestane [SiH3]OCC(C)CCC[C@@H](C)[C@H]1CC[C@H]2[C@@H]3C([C@H]([C@@H]4CCCC[C@]4(C)[C@H]3CC[C@]12C)CC)=C=O